FC(OC1=CC=C(C=C1)C1=CN=C2N1C=CN=C2NC2=CC(=C(C(=O)N[C@@H]1[C@H](O[C@@H]([C@H]([C@@H]1O)O)CO)O)C=C2)C)F 4-[[3-[4-(difluoromethoxy)phenyl]imidazo[1,2-a]pyrazin-8-yl]amino]-2-methyl-N-[(2S,3S,4R,5S,6R)-2,4,5-trihydroxy-6-(hydroxymethyl)oxan-3-yl]benzamide